[3-[6-[(1,1-dioxothietan-3-yl)methylamino]-3-pyridyl]azetidin-1-yl]-[6-[3-(trifluoromethyl)-1,2,4-triazol-1-yl]-2-azaspiro[3.3]heptan-2-yl]methanone O=S1(CC(C1)CNC1=CC=C(C=N1)C1CN(C1)C(=O)N1CC2(C1)CC(C2)N2N=C(N=C2)C(F)(F)F)=O